CC1=CC(=NN1)NC1=NC(=NC2=CC(=CC=C12)N1CCN(CC1)C)C=1C=C(C=CC1)NC(C=C)=O N-(3-(4-((5-methyl-1H-pyrazol-3-yl)amino)-7-(4-methylpiperazin-1-yl)quinazolin-2-yl)phenyl)acrylamide